C(#N)C1=CC(=C2C=CN(C2=C1)C)C1=NC(=NC=C1C(C)C)NC1=C(C=C(C(=C1)[N+](=O)[O-])F)OC 4-(6-cyano-1-methyl-1H-indol-4-yl)-2-((4-fluoro-2-methoxy-5-nitrophenyl)amino)isopropyl-pyrimidine